4-(2,3-dihydrobenzo[b][1,4]dioxin-6-yl)-5-fluoro-N-(5-((4-isopropylpiperazin-1-yl)methyl)pyridin-2-yl)pyrimidin-2-amine O1C2=C(OCC1)C=C(C=C2)C2=NC(=NC=C2F)NC2=NC=C(C=C2)CN2CCN(CC2)C(C)C